Ethyl 2-(methyl((2-(2-methyl-3H-benzo[d]imidazol-5-yl)-4-morpholinothieno[3,2-d]pyrimidin-6-yl)methyl)amino)pyrimidine-5-carboxylate CN(C1=NC=C(C=N1)C(=O)OCC)CC1=CC=2N=C(N=C(C2S1)N1CCOCC1)C1=CC2=C(N=C(N2)C)C=C1